8-bromo-octanoic acid (tetrahydro-pyran-2-yloxy)-amide O1C(CCCC1)ONC(CCCCCCCBr)=O